C12C=CC=3C(=CC=CC13)C2 1,4-methano-1H-indene